m-isopropyl-aniline C(C)(C)C=1C=C(N)C=CC1